CC1=CC=NC=C1C=O 4-METHYLNICOTINALDEHYDE